O=C1C=2N(C=C(N1)C=1C=NC3=CC=CC=C3C1)N=C(C2)C(=O)O 4-Oxo-6-(quinolin-3-yl)-4,5-dihydropyrazolo[1,5-a]pyrazine-2-carboxylic acid